O1CC(CC1)COC1=CC=CC(=N1)S(=O)(=O)NC(=O)C=1C(=NC=CC1)N1C(CC(C1)C)(C)C N-[[6-(Tetrahydrofuran-3-ylmethoxy)-2-pyridyl]sulfonyl]-2-(2,2,4-trimethylpyrrolidin-1-yl)pyridin-3-carboxamid